FC(OC1=CC(=C(C=C1)[C@H]1CC2(CN(C2)C(=O)C2CC(C2)(C)O)CC1)C)F |r| (rac)-(6-(4-(Difluoromethoxy)-2-methylphenyl)-2-azaspiro[3.4]octan-2-yl)((1s,3s)-3-hydroxy-3-methylcyclobutyl)methanone